CC1C2CC3CC=C(C(C3C=C2C(C2=CC=CC=C12)=O)=O)C(=O)N 6-methyl-1,11-dioxo-1,4,4a,5,5a,6,11,12a-octahydrotetracene-2-carboxamide